BrC1=CC=C(C=C1)C=1N(C(=CN1)C(F)(F)F)CC1=C(OCCC[C@H](CC(=O)OCC)C)C=CC=C1 ethyl (3R)-6-(2-((2-(4-bromophenyl)-5-(trifluoromethyl)-1H-imidazol-1-yl) methyl) phenoxy)-3-methylhexanoate